CN(C)CC1=CC(=C(C=C1)S)OC 4-[(dimethylamino)methyl]-2-methoxy-benzenethiol